4-(2,7-difluoro-3-hydroxy-6-oxoxanthen-9-yl)benzene-1,3-dicarboxylic acid FC1=CC=2C(=C3C=C(C(C=C3OC2C=C1O)=O)F)C1=C(C=C(C=C1)C(=O)O)C(=O)O